2-hydroxy-4-(pyrimidin-5-yl)cyclohepta-2,4,6-trien-1-one OC=1C(C=CC=C(C1)C=1C=NC=NC1)=O